(S)-N-(6-(difluoromethyl)pyridazin-4-yl)-2,9-dimethyl-9-(trifluoromethyl)-8,9-dihydro-7H-imidazo[1,2-b]pyrrolo[3,2-d]pyridazin-7-carboxamide FC(C1=CC(=CN=N1)NC(=O)N1C[C@](C=2C=3N(N=CC21)C=C(N3)C)(C(F)(F)F)C)F